C(=O)(OC(C)(C)C)NCC(CNC(=O)OC(C)(C)C)O 1,3-di-(Boc-amino)-2-hydroxypropane